N-phenyl-3-aminopropyl-triethoxysilane C1(=CC=CC=C1)NCCC[Si](OCC)(OCC)OCC